tertbutyl 2-((diphenylmethylene)amino)acetate C1(=CC=CC=C1)C(C1=CC=CC=C1)=NCC(=O)OC(C)(C)C